CN1C=CC2=CC(=CC=C12)Br 1-methyl-5-bromo-indole